IC1=C2C(OC(C2=C(C=C1I)I)=O)=O 4,5,7-triiodoisobenzofuran-1,3-dione